C(C)(=O)N1CC(C1)C(=O)N(C)[C@H](C(F)(F)F)C1=CC=C(C=C1)NC=1C=NC=2N(C1[C@H](C)OC)N=C(N2)Cl 1-acetyl-N-[(1S)-1-[4-({2-chloro-7-[(1S)-1-methoxyethyl]-[1,2,4]triazolo[1,5-a]pyrimidin-6-yl}amino)phenyl]-2,2,2-trifluoroethyl]-N-methylazetidine-3-carboxamide